1-naphthyloxy-phosphoryl chloride C1(=CC=CC2=CC=CC=C12)OP(=O)(Cl)Cl